FC1(O[C@H](CN(C1)C=1N=C(C=2N(C(C3=C(N2)COC3)=O)C1)C1=C(C=C(C=C1)F)F)C1=CC(=NC=C1)C)F |o1:3| (S or R)-7-(2,2-difluoro-6-(2-methylpyridin-4-yl)morpholino)-5-(2,4-difluorophenyl)-1,3-dihydro-10H-furo[3,4-d]pyrazino[1,2-a]pyrimidin-10-one